CN1N=CC(=C1)C1=CC=C(C=C1)CNC1=NC=NC(=C1)C1=CN=C2N1C=CC(=C2)OCC2CN(C2)CC(F)(F)F N-{[4-(1-methyl-1H-pyrazol-4-yl)phenyl]methyl}-6-(7-{[1-(2,2,2-trifluoroethyl)azetidin-3-yl]methoxy}imidazo[1,2-a]pyridin-3-yl)pyrimidin-4-amine